rac-N-((4R,5R)-3-amino-7-ethyl-4-(4-fluorophenyl)-6-oxo-1-phenyl-4,5,6,7-tetrahydro-1H-pyrazolo[3,4-b]pyridine-5-yl)-3-(trifluoromethyl)benzamide NC1=NN(C=2N(C([C@@H]([C@@H](C21)C2=CC=C(C=C2)F)NC(C2=CC(=CC=C2)C(F)(F)F)=O)=O)CC)C2=CC=CC=C2 |r|